OCC1CC1 hydroxymethyl-cyclopropan